N-hydroxy-2,2-dimethyl-N-(2,4,5-trifluorobenzyl)butanamide ON(C(C(CC)(C)C)=O)CC1=C(C=C(C(=C1)F)F)F